FC1=NC=CC=C1CN 2-fluoro-3-pyridinemethylamine